Benzyl (2-(4-acetyl-N-methyl-2-((triisopropylsilyl)oxy)benzamido)ethyl)carbamate C(C)(=O)C1=CC(=C(C(=O)N(C)CCNC(OCC2=CC=CC=C2)=O)C=C1)O[Si](C(C)C)(C(C)C)C(C)C